tert-butyl (E)-(3-(3-((2,6-dioxopiperidin-3-yl)(methyl)carbamoyl)phenyl)allyl)carbamate O=C1NC(CCC1N(C(=O)C=1C=C(C=CC1)/C=C/CNC(OC(C)(C)C)=O)C)=O